(R)-1-(5-chloro-3-fluoropyridin-2-yl)-3-((R)-1-hydroxyethyl)-4-(4-(trifluoromethyl)benzyl)piperazine-2,5-dione ClC=1C=C(C(=NC1)N1C([C@H](N(C(C1)=O)CC1=CC=C(C=C1)C(F)(F)F)[C@@H](C)O)=O)F